4-(4-amino-2-(2,2-difluoroethoxy)-3-nitrophenyl)-3,6-diHydropyridine-1(2H)-carboxylate NC1=C(C(=C(C=C1)C=1CCN(CC1)C(=O)[O-])OCC(F)F)[N+](=O)[O-]